S(=O)(=O)([O-])[O-].[Na+].C(CCCCCCCCCCC)OCCCCCCCCCCCC.[Na+] monododecyl ether sodium sulfate